3-amino-NONAN NC(CC)CCCCCC